4-(3-Methoxyphenyl)-6-(1,3,4,5-tetrahydro-2H-benzo[c]azepin-2-yl)pyridin-2-amine COC=1C=C(C=CC1)C1=CC(=NC(=C1)N1CC2=C(CCC1)C=CC=C2)N